FC(C=1C=C2CCC(NC2=CC1)=O)(F)F 6-trifluoromethyl-3,4-dihydroquinolin-2(1H)-one